1-phenyl-N-(2,3,6-trifluoro-4-((3-(2-((5-(1-fluoroethyl)piperidin-3-yl)amino)pyrimidin-4-yl)pyridin-2-yl)oxy)phenyl)methanesulfonamide hydrochloride Cl.C1(=CC=CC=C1)CS(=O)(=O)NC1=C(C(=C(C=C1F)OC1=NC=CC=C1C1=NC(=NC=C1)NC1CNCC(C1)C(C)F)F)F